C(CCC)N(C(S)=S)CCCC.C(CCC)N(C(S)=S)CCCC.[Cu] copper bis(N,N-dibutyl-dithiocarbamic acid)